7-cyclopentyl-2-[[5-(1,4-dioxa-8-azaspiro[4.5]dec-8-yl)-2-pyridinyl]amino]-N,N-dimethylpyrrolo[2,3-d]pyrimidine-6-carboxamide C1(CCCC1)N1C(=CC2=C1N=C(N=C2)NC2=NC=C(C=C2)N2CCC1(OCCO1)CC2)C(=O)N(C)C